FC(OC1=CC2=C(N=C(S2)N2C([C@H]3[C@H]4C=C[C@@H]([C@H]3C2=O)C4)=O)C=C1)(F)F (1R,2S,6R,7S)-4-[6-(trifluoromethoxy)-1,3-benzothiazol-2-yl]-4-azatricyclo[5.2.1.02,6]dec-8-ene-3,5-dione